3-bromo-9-(4-((3,3-difluoroazetidin-1-yl)carbonyl)-3-fluorophenyl)-2-(trifluoromethyl)-4H-pyrido[1,2-a]pyrimidin-4-one BrC1=C(N=C2N(C1=O)C=CC=C2C2=CC(=C(C=C2)C(=O)N2CC(C2)(F)F)F)C(F)(F)F